1,2,4-Triazin-3(2H)-one N=1NC(N=CC1)=O